4'-bromo-5-trifluoromethanesulfonyl-7'-hydroxy-spiro[chromane-4,1'-indan]-2-one-d3 BrC1=C2C(C(C3(C2=C(C=C1)O)CC(OC1=CC=CC(=C13)S(=O)(=O)C(F)(F)F)=O)([2H])[2H])[2H]